N[C@H]1CS(C2=C(N(C1=O)CC1=CC=C(C=C1)Cl)C=C(C(=C2)F)C=2N=NN(N2)C2CN(CC2)S(=O)(=O)C)(=O)=O (3R)-3-amino-5-[(4-chlorophenyl)methyl]-8-fluoro-7-[2-(1-methylsulfonylpyrrolidin-3-yl)tetrazol-5-yl]-1,1-dioxo-2,3-dihydro-1lambda6,5-benzothiazepin-4-one